C1=NC=C(C2=CC=CC=C12)N1C(N(C[C@@H]1C#N)C1=NC(=CC=C1C)C(F)(F)F)=O (R)-3-(isoquinolin-4-yl)-1-(3-methyl-6-(trifluoromethyl)pyridin-2-yl)-2-oxoimidazoline-4-carbonitrile